1,1,1-trifluoro-2-(3-(hydroxymethyl)phenyl)but-3-yn-2-ol FC(C(C#C)(O)C1=CC(=CC=C1)CO)(F)F